2-(2-((3R,4R)-3-amino-4-fluoropiperidin-1-yl)-6-fluoro-1H-benzo[d]imidazol-1-yl)-N-((R)-1-(pyridin-2-yl)ethyl)acetamide N[C@@H]1CN(CC[C@H]1F)C1=NC2=C(N1CC(=O)N[C@H](C)C1=NC=CC=C1)C=C(C=C2)F